CC(CCC[C@@H](C)C1CCC2C3C(C(C4C(CC=5C=NC=NC5C4)C3CCC21)O)O)C 1-((R)-6-methylheptan-2-yl)-2,3,3a,3b,4,5,5a,6,11,11a,11b,12,13,13a-tetradecahydro-1H-cyclopenta[5,6]naphtho[1,2-g]quinazoline-4,5-diol